10H-phenoxathiine-10-ium C1=CC=CC=2OC3=CC=CC=C3[SH+]C12